piperidin-3-ol N1CC(CCC1)O